C12C(C3CC(CC(C1)C3)C2)NC(=O)C=2NC=C(C2)C2=C(C=NC=C2)OC N-(adamantan-2-yl)-4-(3-methoxy-pyridin-4-yl)-1H-pyrrole-2-carboxamide